CN(C1=CC=C(C=N1)C1=CC=C(C=C1)C=1SC2=C(N1)C=CC(=C2)N(C(OC(C)(C)C)=O)CCOCCOCCOCCI)C tert-butyl N-[2-[4-[6-(dimethylamino)pyridin-3-yl]-phenyl]-1,3-benzothiazol-6-yl]-N-[2-[2-[2-(2-iodoethoxy)ethoxy]ethoxy]ethyl]carbamate